O=C1NC2(CN(C2)C(=O)N2CC3(C2)CCC(CC3)NS(=O)(=O)C3=CC(=CC=C3)OC(F)(F)F)CC1 N-[2-(6-keto-2,5-diazaspiro[3.4]octane-2-carbonyl)-2-azaspiro[3.5]nonan-7-yl]-3-(trifluoromethoxy)benzenesulfonamide